C(C)(C)(C)OC(=O)N1C(CC2=CC=CC=C12)(C(=O)OC(C)(C)C)NC(C(CC1=CC=CC=C1)NC(C(=O)NC1=C(C=CC(=C1)Cl)C(C)=O)=O)=O 2-(2-(2-((2-acetyl-5-chlorophenyl)amino)-2-oxoacetylamino)-3-phenylpropionamido)-1H-indole-1,2-dicarboxylic acid di-tert-butyl ester